alpha-methyl-o-methoxystyrene CC(=C)C1=C(C=CC=C1)OC